3-methyl-5-morpholino-pyridine-2-carbaldehyde CC=1C(=NC=C(C1)N1CCOCC1)C=O